monocarboxyl-CIS-platinum C(=O)(O)[Pt]